C[Si](C)(C)C#CC1=C(C=C(N)C=C1)[N+](=O)[O-] 4-(trimethylsilyl-ethynyl)3-nitroaniline